N1-((3-((1H-1,2,4-triazol-1-yl)methyl)oxetan-3-yl)methyl)-N4-(cyclohexylmethyl)benzene-1,4-diamine N1(N=CN=C1)CC1(COC1)CNC1=CC=C(C=C1)NCC1CCCCC1